(R)-3-amino-4-(3,4-dichlorophenyl)butyric acid N[C@@H](CC(=O)O)CC1=CC(=C(C=C1)Cl)Cl